2-(2,4-Difluorobenzyl)-5-(3,5-difluorobenzyl)-2,3a,4,5,6,7-hexahydro-3H-pyrazolo[4,3-c]pyridin-3-one FC1=C(CN2N=C3C(CN(CC3)CC3=CC(=CC(=C3)F)F)C2=O)C=CC(=C1)F